3-(4-fluorophenyl)-5,6,7,8-tetrahydropyrido[1,2-a]purin-10(3H)-one FC1=CC=C(C=C1)N1C=2N=C3N(C(C2N=C1)=O)CCCC3